((1,2,4-oxadiazol-3-yl)methyl)(methyl)(((6-(5-(trifluoromethyl)-1,2,4-oxadiazol-3-yl)imidazo[1,2-a]pyridin-2-yl)methyl)imino)-λ6-sulfanone O1N=C(N=C1)CS(=O)(=NCC=1N=C2N(C=C(C=C2)C2=NOC(=N2)C(F)(F)F)C1)C